FC1=CC=C(C=C1)C1=NN(C[C@@H]1C1=CC=CC=C1)/C(/NCCS(=O)(=O)N1CCN(CC1)C)=N/S(=O)(=O)C1=CC=C(C=C1)F (S,E)-3-(4-fluorophenyl)-N'-((4-fluorophenyl)sulfonyl)-N-(2-((4-methylpiperazin-1-yl)sulfonyl)ethyl)-4-phenyl-4,5-dihydro-1H-pyrazole-1-carboximidamide